FC(CC(C(=O)N)(C)C)(F)F (2,2,2-trifluoroethyl)isobutyramide